diethyl ((((3aR,4R,6R,6aR)-6-(6-chloro-5-cyano-4-(cyclopentylamino)-1H-pyrazolo[3,4-b]pyridin-1-yl)-2,2-dimethyltetrahydrofuro[3,4-d][1,3]dioxol-4-yl)methoxy)methyl)phosphonate ClC1=C(C(=C2C(=N1)N(N=C2)[C@@H]2O[C@@H]([C@@H]1[C@H]2OC(O1)(C)C)COCP(OCC)(OCC)=O)NC1CCCC1)C#N